C1(=CC=C(C=C1)SCCO)C 2-(p-tolylthio)ethane-1-ol